2-[6-(ethoxycarbonyl)-5-methyl-2,4-dioxo-1-[2-phenyl-2-(prop-2-yloxy)ethyl]-1H,2H,3H,4H-thieno[2,3-d]pyrimidin-3-yl]acetic acid C(C)OC(=O)C1=C(C2=C(N(C(N(C2=O)CC(=O)O)=O)CC(OC(C)C)C2=CC=CC=C2)S1)C